1-(((3-Butyl-7-(ethylthio)-1,1-dioxido-5-phenyl-2,3,4,5-tetrahydro-1,2,5-benzothiadiazepin-8-yl)oxy)methyl)cyclopropan C(CCC)C1NS(C2=C(N(C1)C1=CC=CC=C1)C=C(C(=C2)OCC2CC2)SCC)(=O)=O